C(CCCCC)C(C(=O)OCCCCC(=O)OCCC1CCN(CC1)CCSSCCN1CCC(CC1)CCOC(CCCCOC(C(CCCCCCCC)CCCCCC)=O)=O)CCCCCCCC [5-[2-[1-[2-[2-[4-[2-[5-(2-hexyldecanoyloxy)pentanoyloxy]ethyl]-1-piperidyl]ethyldisulfanyl]ethyl]-4-piperidyl]ethoxy]-5-oxo-pentyl] 2-hexyldecanoate